(10S)-N-(4-([1,2,4]triazolo[1,5-a]pyridin-7-yloxy)-3-fluorophenyl)-8,9,10,11-tetrahydro-7H-6,10-methanopyrimido[4',5':5,6]pyrido[3,2-b][1,4,7]oxadiazonin-4-amine N=1C=NN2C1C=C(C=C2)OC2=C(C=C(C=C2)NC2=NC=NC1=CC=3OC[C@H]4NCCN(C3N=C12)C4)F